7-(5-chloro-2-(2-(2,8,8-trimethyl-4-oxo-6-(4-(trifluoromethoxy)piperidin-1-yl)-5,6,7,8-tetrahydroquinazolin-3(4H)-yl)ethoxy)phenyl)-5-methylthieno[3,2-b]pyridine-3-carboxylic acid ClC=1C=CC(=C(C1)C1=C2C(=NC(=C1)C)C(=CS2)C(=O)O)OCCN2C(=NC=1C(CC(CC1C2=O)N2CCC(CC2)OC(F)(F)F)(C)C)C